tert-butyl 4-((2-cyanofuro[2,3-c]pyridin-5-yl)thio)piperidine-1-carboxylate C(#N)C1=CC=2C(=CN=C(C2)SC2CCN(CC2)C(=O)OC(C)(C)C)O1